CN1C(OC2=C1C=CC(=C2)C2N(CCNC2)C)=O 3-methyl-6-(1-methylpiperazin-2-yl)-1,3-benzoxazol-2-one